COC1=C(C=C(C=C1[N+](=O)[O-])CC(=O)OCC)C1=NN(C=C1)C Ethyl 4-methoxy-3-(1-methyl-1H-pyrazol-3-yl)-5-nitrophenylacetate